butyric acid 3-(2-(ethyl (methyl) amino) ethyl)-1H-indol-7-yl ester C(C)N(CCC1=CNC2=C(C=CC=C12)OC(CCC)=O)C